COC1=CC=C(C=C1)S(=O)(=O)C=1C=C2C=NN(C(C2=CC1)=O)CC=1C=NC=CC1 6-((4-methoxyphenyl)sulfonyl)-2-(pyridin-3-ylmethyl)phthalazin-1(2H)-one